(-)-2-(2-Methylnaphthalen-1-yl)phenyl 4-fluorobenzoate FC1=CC=C(C(=O)OC2=C(C=CC=C2)C2=C(C=CC3=CC=CC=C23)C)C=C1